2-thia-1,3,7-triazaspiro[4.5]decane-2,2-dioxide N1S(NCC12CNCCC2)(=O)=O